5-(difluoromethoxy)-2-nitrobenzoic acid FC(OC=1C=CC(=C(C(=O)O)C1)[N+](=O)[O-])F